N-benzyl-N,N-dimethylhexadecylammonium tri(3-fluorophenyl)hexylborate FC=1C=C(C=CC1)C(CCCCCOB([O-])[O-])(C1=CC(=CC=C1)F)C1=CC(=CC=C1)F.C(C1=CC=CC=C1)[N+](C)(C)CCCCCCCCCCCCCCCC.C(C1=CC=CC=C1)[N+](C)(C)CCCCCCCCCCCCCCCC